7-[[(1S)-1-[4-[(1S)-2-Cyclopropyl-1-piperazin-1-yl-ethyl]phenyl]ethyl]amino]-1-ethyl-4H-pyrimido[4,5-d][1,3]oxazin-2-one C1(CC1)C[C@H](N1CCNCC1)C1=CC=C(C=C1)[C@H](C)NC=1N=CC2=C(N(C(OC2)=O)CC)N1